6-(2-((tert-Butyldimethylsilyl)oxy)ethoxy)nicotinic acid methyl ester COC(C1=CN=C(C=C1)OCCO[Si](C)(C)C(C)(C)C)=O